N1CNCC2=C1C=CC(=N2)C(=O)O 1,2,3,4-tetrahydropyrido[3,2-d]pyrimidine-6-carboxylic acid